N,N-dimethyl-1-(4-piperidyl)methylamine CN(C)CC1CCNCC1